ClC=1C=C(C=CC1F)NC(N(C)[C@H]1CS(CC=2NC(C=3C=C(C(=CC3C21)F)F)=O)(=O)=O)=O |r| Racemic-3-(3-chloro-4-fluorophenyl)-1-(8,9-difluoro-3,3-dioxido-6-oxo-1,4,5,6-tetrahydro-2H-thiopyrano[3,4-c]isoquinolin-1-yl)-1-methylurea